7-chloro-3-(3,3-difluorocyclobutyl)imidazo[1,5-a]pyridine ClC1=CC=2N(C=C1)C(=NC2)C2CC(C2)(F)F